methyl (2-cyanopyridin-3-yl)carbamate C(#N)C1=NC=CC=C1NC(OC)=O